C(C)(C)S(=O)(=O)N1CCC1 1-(isopropylsulfonyl)azetidine